N-(6-amino-5-ethylpyridin-3-yl)-2-((2R,5S)-5-methyl-2-(1'-methyl-3H-spiro[benzofuran-2,4'-piperidin]-6-yl)piperidin-1-yl)-2-oxoacetamide NC1=C(C=C(C=N1)NC(C(=O)N1[C@H](CC[C@@H](C1)C)C1=CC2=C(CC3(CCN(CC3)C)O2)C=C1)=O)CC